2-benzyl-7-(naphthalen-1-ylmethyl)-5-oxo-8-(3-(trifluoromethyl)phenyl)-5H-thiazolo[3,2-a]pyridine-3-carboxylic acid C(C1=CC=CC=C1)C1=C(N2C(=C(C(=CC2=O)CC2=CC=CC3=CC=CC=C23)C2=CC(=CC=C2)C(F)(F)F)S1)C(=O)O